(R)-6-(2-(ethoxymethoxy)-4-ethynylphenyl)-5-methyl-N-(1-(methyl-d3)piperidin-3-yl)pyridazin-3-amine C(C)OCOC1=C(C=CC(=C1)C#C)C1=C(C=C(N=N1)N[C@H]1CN(CCC1)C([2H])([2H])[2H])C